FC(CCCCCCC(C(=O)OCC1=CC(=CC(=C1)CO)COC(CCC(OCCCCCCCC)OCCCCCCCC)=O)CCCC(=O)[O-])(C(F)(F)F)F 3-(((4,4-bis(octyloxy)butanoyl)oxy)methyl)-5-(hydroxymethyl)benzyl (7,7,8,8,8-pentafluorooctyl)adipate